FC(C=1C=C(C=CC1)CN1CC(CC2=CC=CC=C12)CS(=O)(=O)[O-])(F)F [1-[[3-(trifluoromethyl)phenyl]methyl]-3,4-dihydro-2H-quinolin-3-yl]methanesulfonate